1,3-Dihydroxy-phenol OC1(CC(=CC=C1)O)O